6-chloro-9-(4-methoxybenzyl)-2-(6-trifluoromethylpyridin-2-yl)-9H-purine ClC1=C2N=CN(C2=NC(=N1)C1=NC(=CC=C1)C(F)(F)F)CC1=CC=C(C=C1)OC